ClC1=CC=C(C=C1)C=1N=C2N(C=CC=N2)C1CN1CC2CCC(C1)N2C(=O)NC2=C(C=CC=C2)CC 3-{[2-(4-chlorophenyl)imidazo[1,2-a]pyrimidin-3-yl]methyl}-N-(2-ethylphenyl)-3,8-diazabicyclo[3.2.1]octane-8-carboxamide